COC1=CC=C(C(=O)OC2C3(CCC(C2(C)C)C3)C)C=C1 1,3,3-trimethyl-bicyclo[2.2.1]heptan-2-yl 4-methoxybenzoate